(2S,4R)-2-Benzyl 1-tert-butyl 4-fluoro-4-(methoxymethyl)pyrrolidine-1,2-dicarboxylate F[C@@]1(C[C@H](N(C1)C(=O)OC(C)(C)C)C(=O)OCC1=CC=CC=C1)COC